ethyl-2-acetyl-3-(dimethylamino) acrylate CCOC(=O)C(=CN(C)C)C(=O)C